2,5-dimethoxy-N-(5-oxo-6,7-dihydro-5H-pyrrolo[3,4-b]pyridin-3-yl)benzenesulfonamide COC1=C(C=C(C=C1)OC)S(=O)(=O)NC=1C=C2C(=NC1)CNC2=O